C(C)(C)C1=C(C(=CC(=C1)C(C)C)C(C)C)C1=C(C=CC=C1)P(C1CCCCC1)C1CCCCC1 2,4,6-triisopropyl-2'-(dicyclohexylphosphino)biphenyl